2-ethyl-6-((1-methyl-1H-benzo[d]imidazol-5-yl)amino)-1-(6-(piperidin-4-yloxy)pyridin-2-yl)-1,2-dihydro-3H-pyrazolo[3,4-d]pyrimidin-3-one C(C)N1N(C2=NC(=NC=C2C1=O)NC1=CC2=C(N(C=N2)C)C=C1)C1=NC(=CC=C1)OC1CCNCC1